2-{(5R)-3-[2-(1-{[3,5-bis(difluoromethyl)-1H-pyrazol-1-yl]acetyl}piperidin-4-yl)-1,3-thiazol-4-yl]-4,5-dihydro-1,2-oxazol-5-yl}-3-chlorophenyl methane-sulfonate CS(=O)(=O)OC1=C(C(=CC=C1)Cl)[C@H]1CC(=NO1)C=1N=C(SC1)C1CCN(CC1)C(CN1N=C(C=C1C(F)F)C(F)F)=O